C1(=CC=C(C=C1)C1=NC2=CC=CC=C2C=C1)C p-tolylquinolin